CN1C(=O)C(=O)C2=CC=C(C=C12)Cl 1-methyl-6-chloroisatin